(S)-1'-(8-((3-Chloro-2-((methyl-d3)amino)pyridin-4-yl)thio)-7-methylimidazo[1,2-c]pyrimidin-5-yl)-5,7-dihydrospiro[cyclopenta[b]pyridine-6,4'-piperidin]-5-amine ClC=1C(=NC=CC1SC=1C=2N(C(=NC1C)N1CCC3(CC1)[C@@H](C=1C(=NC=CC1)C3)N)C=CN2)NC([2H])([2H])[2H]